1-Butyl-2-ethylpyrazolium triflate [O-]S(=O)(=O)C(F)(F)F.C(CCC)[N+]=1N(C=CC1)CC